ClC1=CC=C(C=CC=2C=C3C(=CC=NC3=CC2)C(=O)NCC(=O)N2C(CC(C2)(F)F)C#N)C=C1 6-(4-chlorostyryl)-N-(2-(2-cyano-4,4-difluoropyrrolidin-1-yl)-2-oxoethyl)quinoline-4-carboxamide